The molecule is a triglyceride that is glycerol in which all three hydroxy groups have been formally esterified with stearic acid. It has a role as a plant metabolite and a Caenorhabditis elegans metabolite. It derives from an octadecanoic acid. CCCCCCCCCCCCCCCCCC(=O)OCC(COC(=O)CCCCCCCCCCCCCCCCC)OC(=O)CCCCCCCCCCCCCCCCC